methyl-phenyl-[4-(methylthio)biphenyl] sulfonium [SH3+].CC1=C(C=CC=C1)C1=C(C=CC(=C1)SC)C1=CC=CC=C1